(2S)-2-(benzyloxycarbonylamino)-4-hydroxy-butanoic acid C(C1=CC=CC=C1)OC(=O)N[C@H](C(=O)O)CCO